FC1([C@H](CN(CC1)C(C(=O)NC1=NC=C(C=C1)CC=1C=NC=CC1)C)C1=CNC(C=C1)=O)F 2-((S)-4,4-difluoro-3-(6-oxo-1,6-dihydropyridin-3-yl)piperidin-1-yl)-N-(5-(pyridin-3-ylmethyl)pyridin-2-yl)propionamide